2,3,5,6-tetramethyl-4-ethoxyphenol CC1=C(C(=C(C(=C1C)OCC)C)C)O